rel-(2s,3r)-N-(2,6-difluoro-3-pyridinyl)-3,4-dihydro-5-methyl-3-[4-(trifluoromethyl)phenyl]-2H-pyrrole-2-carboxamide 1-oxide FC1=NC(=CC=C1NC(=O)[C@H]1[N+](=C(C[C@@H]1C1=CC=C(C=C1)C(F)(F)F)C)[O-])F |o1:10,14|